FC1=CC=C(C=C1)C=1C(=C2N(N1)CCC2)C=2C=C1C=NNC1=CC2 5-(2-(4-Fluorophenyl)-5,6-dihydro-4H-pyrrolo[1,2-b]pyrazol-3-yl)-1H-indazole